methyl (1R,4R)-4-(4-(((R)-1-(3-((tert-butoxycarbonyl)amino)-5-(trifluoromethyl)phenyl)ethyl)amino)-7-methoxy-2-methylquinazolin-6-yl)cyclohexane-1-carboxylate C(C)(C)(C)OC(=O)NC=1C=C(C=C(C1)C(F)(F)F)[C@@H](C)NC1=NC(=NC2=CC(=C(C=C12)C1CCC(CC1)C(=O)OC)OC)C